methyl 4-hydroxy-3-(hydroxymethyl)butanoate OCC(CC(=O)OC)CO